FC1(C(NC(C1O)CC=1C(=C(C=CC1)C1=CC=CC=C1)F)=O)F 3,3-difluoro-5-((2-fluoro-[1,1'-biphenyl]-3-yl)methyl)-4-hydroxypyrrolidin-2-one